anti-pyrimidyl salicylate C(C=1C(O)=CC=CC1)(=O)OC1=NC=CC=N1